N1C(=CC=2C=NC=CC21)CNC(CN2C(=NC=C(C2=O)NC(C)(C)C2=CC1=C(OC3=C1C=CC=C3)C=C2)C2=C(C=CC=C2)F)=O N-((1H-pyrrolo[3,2-c]pyridine-2-yl)methyl)-2-(5-((2-(dibenzo[b,d]furan-2-yl)propan-2-yl)amino)-2-(2-fluorophenyl)-6-oxopyrimidin-1(6H)-yl)acetamide